FC(OC1=C(C=CC=C1)COC=1C=C(C=C(C1)S(=O)(=O)C)C=1C=C(C(N(C1)C)=O)C)F 5-[3-[[2-(difluoromethoxy)phenyl]methoxy]-5-methylsulfonylphenyl]-1,3-dimethylpyridin-2-one